BrC=1C=C2CCC([C@H](C2=CC1F)NC(O[C@@H]1CN2CCC1CC2)=O)(C)C (S)-quinuclidin-3-yl ((R)-6-bromo-7-fluoro-2,2-dimethyl-1,2,3,4-tetrahydronaphthalen-1-yl)carbamate